C(C)(C)(C)OC(CCCC(=O)O)=O 5-(tert-butoxy)-5-oxopentanoic acid